O1C(OCC1)C1=CN=C(N1C)C(C(CC(C=O)C1CC1)S(=O)(=O)CC)=O 5-[5-(1,3-dioxolan-2-yl)-1-methyl-1H-imidazol-2-yl]-2-cyclopropyl-4-(ethylsulfonyl)-5-oxopentanal